NC1=NN(C2=NC(=CC=C21)C(F)(F)F)C(=O)C2=C(C=CC=C2)C (3-amino-6-(trifluoromethyl)-1H-pyrazolo[3,4-b]pyridin-1-yl)(o-tolyl)methanone